5-methoxy-α-ethyltryptamine COC1=CC=C2NC=C(CC(N)CC)C2=C1